BrC1=C(C(=C(C(=C1)Br)F)F)F 1,5-dibromo-2,3,4-trifluoro-benzene